C1(=CC=CC=C1)OC(CC)=O.[Mg] magnesium phenylpropionate